(S)-2-amino-1-((CIS)-2-((((CIS)-4-isopropylcyclohexyl)oxy)methyl)-3-(1H-pyrazol-3-yl)piperidin-1-yl)-4-methoxybutan-1-one N[C@H](C(=O)N1[C@H]([C@H](CCC1)C1=NNC=C1)CO[C@@H]1CC[C@@H](CC1)C(C)C)CCOC